FC1=C(C(=CC=2CCC(CC12)NC1CC(C1)OC(F)(F)F)O)N1CC(NS1(=O)=O)=O 5-(1-fluoro-3-hydroxy-7-{[(1s,3s)-3-(trifluoromethoxy)cyclobutyl]amino}-5,6,7,8-tetrahydronaphthalen-2-yl)-1λ6,2,5-thiadiazolidine-1,1,3-trione